CC=1OC=CN1 2-methyl-oxazol